N-benzyl-N-(1-(but-3-yn-1-ylsulfonyl)piperidin-4-yl)isoquinoline-3-carboxamide C(C1=CC=CC=C1)N(C(=O)C=1N=CC2=CC=CC=C2C1)C1CCN(CC1)S(=O)(=O)CCC#C